3-hydroxy-propyl acrylate C(C=C)(=O)OCCCO